C(C)(=O)N(N(C(=O)C1=CC=2C3=C(C(=NC2C=C1)N)C=NN3C)CC3=NC=C(C=C3)C(F)(F)F)CC N'-acetyl-4-amino-N'-ethyl-1-methyl-N-((5-(trifluoromethyl)pyridin-2-yl)methyl)-1H-pyrazolo[4,3-c]quinoline-8-carbohydrazide